O1[C@H](CCC1)C(=O)O[C@H]1[C@H](NC[C@@H]1O)CC1=CC=C(C=C1)OC (2R,3S,4S)-4-hydroxy-2-[(4-methoxyphenyl)methyl]pyrrolidin-3-yl (2R)-oxolane-2-carboxylate